(E)-7-(3-(3-chlorobenzyl)-2,5-dioxopyrrolidinyl)-N-hydroxyheptanamide ClC=1C=C(CC2C(N(C(C2)=O)CCCCCCC(=O)NO)=O)C=CC1